BrC1=CC=C(C=2N=C(SC21)N)Cl 7-bromo-4-chloro-1,3-benzothiazol-2-amine